6-(2-(5-cyclopropyl-3-(4-(trifluoromethyl)pyridin-3-yl)isoxazol-4-yl)-7-azaspiro[3.5]non-1-en-7-yl)-4-(difluoromethoxy)quinoline-2-carboxylic acid C1(CC1)C1=C(C(=NO1)C=1C=NC=CC1C(F)(F)F)C1=CC2(C1)CCN(CC2)C=2C=C1C(=CC(=NC1=CC2)C(=O)O)OC(F)F